C1(=CC=CC=C1)CC[Si](OC)(OC)OC 2-phenylethyltrimethoxysilane